C1CC([NH2+]C1)C(=O)O The molecule is an alpha-amino-acid cation that is the conjugate acid of proline, arising from protonation of the amino group. It is a conjugate acid of a proline.